C(C)OC(=O)C1(CSCC1O)N1C2=NC=NC(=C2N=C1)N1CCCCCC1 (±)-Ethyl-3-(6-(azepan-1-yl)-9H-purin-9-yl)-4-hydroxytetrahydrothiophene-3-carboxylate